C(CCCCCCC)C1(C2=CC=C(C=C2C=2C=C(C=CC12)Br)Br)CCCCCCCC 9,9-dioctyl-3,6-dibromofluorene